pentaerythritol [3-(3,5-di-t-butyl-4-hydroxyphenyl) propionate] C(C)(C)(C)C=1C=C(C=C(C1O)C(C)(C)C)CCC(=O)OCC(CO)(CO)CO